C1(CC1)C=1N=CN(C1)C=1C=CC2=C(C=C(O2)C(=O)O)C1 5-(4-cyclopropyl-1H-imidazol-1-yl)benzofuran-2-carboxylic acid